3-[1-hydroxy-2-(2,4,6-trimethylphenylamino)ethyl]-1H-1,2,4-triazol-5(4H)-one OC(CNC1=C(C=C(C=C1C)C)C)C1=NNC(N1)=O